N(=[N+]=[N-])[C@@H]1CC[C@H]2CN(C[C@]21F)C(=O)C=2SC(=CC2)C [(3aR,4R,6aS)-4-azido-3a-fluoro-1,3,4,5,6,6a-hexahydrocyclopenta[c]pyrrol-2-yl]-(5-Methyl-2-thienyl)methanone